NC(CN1CC(C1)OC1=C(C=2O[B-]([C@@H]3C[C@@H]3C2C=C1)(O)O)C(=O)[O-])(CO)CO (2S,4R)-9-{1-[2-amino-3-hydroxy-2-(hydroxymethyl)propyl]azetidin-3-yl}oxy-5,5-dihydroxy-6-oxa-5-boranuidatricyclo[5.4.0.02,4]undeca-1(7),8,10-triene-8-carboxylate